N-((S)-1-(4,4-difluorocyclohexyl)-2-oxo-2-((4-((R)-1-((S)-2-oxo-4-(trifluoromethyl)imidazolidin-1-yl)propyl)pyridin-2-yl)amino)ethyl)-4-ethylisoxazole-3-carboxamide FC1(CCC(CC1)[C@@H](C(NC1=NC=CC(=C1)[C@@H](CC)N1C(N[C@@H](C1)C(F)(F)F)=O)=O)NC(=O)C1=NOC=C1CC)F